[Na+].C(CCCCCCCCCCC)C1=C(C2=CC=CC=C2C=C1)S(=O)(=O)[O-] dodecyl-naphthalenesulfonic acid sodium salt